N-(4-cyano-2-fluorophenyl)-4-naphthalen-1-yl-1H-pyrrole-3-sulfonamide C(#N)C1=CC(=C(C=C1)NS(=O)(=O)C1=CNC=C1C1=CC=CC2=CC=CC=C12)F